4-(cyclopropylmethyl)piperazin C1(CC1)CN1CCNCC1